2,6-diiodoethylbenzene ICCC1=CC=CC=C1I